NC1=CC(=C(C(=O)N2CCN(CC2)C(CN(C)C)=O)C=C1)C 1-[4-(4-amino-2-methyl-benzoyl)piperazin-1-yl]-2-(dimethylamino)ethanone